5-bromo-7-(2-ethoxyvinyl)-1,1-dimethyl-3-oxoisoindole-2-carboxylic acid tert-butyl ester C(C)(C)(C)OC(=O)N1C(C2=C(C=C(C=C2C1=O)Br)C=COCC)(C)C